tert-butyl 4-(5-amino-2-(3-ethoxy-3-oxopropyl)-4-fluorophenoxy)butanoate NC=1C(=CC(=C(OCCCC(=O)OC(C)(C)C)C1)CCC(=O)OCC)F